5-(difluoromethyl)-7-nitroquinolin-8-ol trifluoroacetate FC(C(=O)O)(F)F.FC(C1=C2C=CC=NC2=C(C(=C1)[N+](=O)[O-])O)F